6-(2-chloropyrimidin-4-yl)-8-fluoro-2-methyl-3-(prop-1-en-2-yl)imidazo[1,2-a]pyridine ClC1=NC=CC(=N1)C=1C=C(C=2N(C1)C(=C(N2)C)C(=C)C)F